O.[Na+].[Fe+2].C(CN(CC(=O)[O-])CC(=O)[O-])N(CC(=O)O)CC(=O)[O-] ethylenediaminetetraacetic acid iron monosodium salt hydrate